rac-N7-((6-cyclopropylimidazo[1,2-a]pyridin-2-yl)methyl)-N4,N4-dimethyl-2-((1S*,2S*)-2-(4-methylpyrimidin-2-yl)cyclopropyl)quinoline-4,7-diamine C1(CC1)C=1C=CC=2N(C1)C=C(N2)CNC2=CC=C1C(=CC(=NC1=C2)[C@@H]2[C@H](C2)C2=NC=CC(=N2)C)N(C)C |r|